FC1(CC(C1)COC1=NC=CC(=C1)CN)F (2-((3,3-difluorocyclobutyl)methoxy)pyridin-4-yl)methanamine